CP(=O)(C)C1=C(C=CC=C1)NC1=NC(=NC=C1C(F)(F)F)NC1=CC=C(C(=O)NOCCO)C=C1 4-((4-((2-(dimethylphosphoryl)phenyl)amino)-5-(trifluoromethyl)pyrimidin-2-yl)amino)-N-(2-hydroxyethoxy)benzamide